FC=1C(=NC(=NC1)OCC(F)(F)F)C1=CNC2=C(C=CC=C12)P(C)(C)=O (3-(5-fluoro-2-(2,2,2-trifluoroethoxy)pyrimidine-4-yl)-1H-indol-7-yl)dimethylphosphine oxide